ClC1=NC2=CC=CC(=C2C(=N1)CCCC(F)(F)F)OC 2-chloro-5-methoxy-4-(4,4,4-trifluorobutyl)quinazoline